(3R,4S)-3-methyl-N-(tetrahydro-2H-pyran-4-yl)piperidin-4-amine C[C@@H]1CNCC[C@@H]1NC1CCOCC1